S1C(CCC1)=O dihydrothiophene-2(3H)-one